C(CCC)C(C(=O)OCCCCCCCCCC(CCCCCCCCCOC(C(CCCCCC)CCCC)=O)N(C(CCCN(C)C)=O)CCCCCCCCCC)CCCCCC 10-(4-(dimethylamino)-N-decylbutanamido)nonadecane-1,19-diyl bis(2-butyloctanoate)